C(#N)[C@H](C[C@H]1C(NCC1)=O)NC(=O)[C@H]1N(CC2(CC2)C1)C([C@H](C(C)(C)C)NC(CN1CCOCC1)=O)=O (S)-N-((S)-1-cyano-2-((S)-2-oxopyrrolidin-3-yl)ethyl)-5-((S)-3,3-dimethyl-2-(2-morpholinoacetamido)butanoyl)-5-azaspiro[2.4]heptane-6-carboxamide